N1=CC=C(C=C1)C1=CC=C(C=C1)C=1C2=CC=C(N2)C(=C2C=CC(C(=C3C=CC(=C(C=4C=CC1N4)C4=CC=C(C=C4)C4=CC=NC=C4)N3)C3=CC=C(C=C3)C3=CC=NC=C3)=N2)C2=CC=C(C=C2)C2=CC=NC=C2 5,10,15,20-tetrakis(4-(4-pyridinyl)phenyl)porphyrin